docosyl-trichlorosilane C(CCCCCCCCCCCCCCCCCCCCC)[Si](Cl)(Cl)Cl